1,3-di-N-propyl-2-imidazolidinone C(CC)N1C(N(CC1)CCC)=O